(2RS)-2-(5-fluoro-2-methoxyphenyl)-2-[6-[2-(4-formylphenyl)ethynyl]-1-oxo-isoindolin-2-yl]-N-thiazol-2-yl-acetamide FC=1C=CC(=C(C1)[C@H](C(=O)NC=1SC=CN1)N1C(C2=CC(=CC=C2C1)C#CC1=CC=C(C=C1)C=O)=O)OC |r|